tert-butyl (1S,3R)-3-(3-methoxy-4-methylphenylcarbamoyl)cyclopentylcarbamate COC=1C=C(C=CC1C)NC(=O)[C@H]1C[C@H](CC1)NC(OC(C)(C)C)=O